C(C)(C)(C)OC(=O)N([C@H]1C[C@H](N(CC1)C(=O)OCC1=CC=CC=C1)C1=CC=C(C=C1)F)C Benzyl (2S,4R)-4-((tert-butoxycarbonyl)(methyl)amino)-2-(4-fluorophenyl)piperidine-1-carboxylate